O1CC(CC2=CC=CC=C12)NC1=NC(=NC(=N1)N)C1=CC=C2C=NNC2=C1 N2-chroman-3-yl-6-(1H-indazol-6-yl)-1,3,5-triazine-2,4-diamine